CN1CCC(CC1)COC1=CC=C(C=N1)CNC=1C=C2C=CN=CC2=CC1 N-((6-((1-methylpiperidin-4-yl)methoxy)pyridin-3-yl)methyl)isoquinolin-6-amine